OCCN1CC2(C1)CCN(CC2)C(=O)OC(C)(C)C Tert-butyl 2-(2-hydroxyethyl)-2,7-diazaspiro[3.5]nonane-7-carboxylate